3-(N-((trifluoromethyl)sulfonyl)sulfamoyl)propyl methacrylate C(C(=C)C)(=O)OCCCS(NS(=O)(=O)C(F)(F)F)(=O)=O